(5-bromo-2-(4-bromophenoxy)phenyl)diphenylphosphine oxide BrC=1C=CC(=C(C1)P(C1=CC=CC=C1)(C1=CC=CC=C1)=O)OC1=CC=C(C=C1)Br